(R)-4-(4,6-diamino-3-iodo-1H-pyrazolo[3,4-d]pyrimidin-1-yl)-2-methylpentan-2-ol NC1=C2C(=NC(=N1)N)N(N=C2I)[C@@H](CC(C)(O)C)C